2-(1-(4-chloro-2'-(((2R,7aS)-2-fluorotetrahydro-1H-pyrrolizin-7a(5H)-yl)methoxy)-2,3,5',8'-tetrahydrospiro[indene-1,7'-pyrano[4,3-d]pyrimidin]-4'-yl)azepan-4-ylidene)acetonitrile ClC1=C2CCC3(CC=4N=C(N=C(C4CO3)N3CCC(CCC3)=CC#N)OC[C@]34CCCN4C[C@@H](C3)F)C2=CC=C1